N1C=NC=C1CC=1C=CC=C2CCCNC12 8-((1H-imidazol-5-yl)methyl)-1,2,3,4-tetrahydroquinoline